(S)-2-Methyl-5-(1-formylethyl)-1-cyclopentene-1-carbaldehyde CC1=C([C@@H](CC1)C(C)C=O)C=O